FC(C=O)(F)F 2,2,2-Trifluoroethane-1-one